C(CC)(=O)OC=1NC2=C(C=CC=C2C1)OCC1=CC=CC=C1 (7-benzyloxy-1H-indol-2-yl) propionate